C(C)(C)(C)NC(C1=CC(=CC(=C1)C1=CC=C(C=C1)C(F)(F)F)B1OC(C(O1)(C)C)(C)C)=O N-tert-butyl-3-(4,4,5,5-tetramethyl-1,3,2-dioxaborolan-2-yl)-5-[4-(trifluoromethyl)-phenyl]Benzamide